OC1=CC=C(C=C1)C(C)(C)C1=C(C=C(C=C1)O)O 2-(4-Hydroxyphenyl)-2-(2,4-dihydroxyphenyl)-propane